C(CCC)OCC(CO)(CO)NCC=1C=C(C=C(C1)CCP([O-])([O-])=O)CCP([O-])([O-])=O.[Na+].[Na+].[Na+].[Na+] sodium ((5-(((1-butoxy-3-hydroxy-2-(hydroxymethyl)propan-2-yl)amino)methyl)-1,3-phenylene)bis(ethane-2,1-diyl))bis(phosphonate)